S1C(=NC2=C1C=CC=C2)NC(=O)C=2C=CC=C1CCN(CC21)C2=CC=C(C(=N2)C(=O)O)C=2C=NN(C2C)CC2C1CC3CC(CC2C3)C1 6-[8-(1,3-benzothiazol-2-ylcarbamoyl)-3,4-dihydroisoquinolin-2(1H)-yl]-3-[5-methyl-1-(tricyclo[3.3.1.13,7]dec-2-ylmethyl)-1H-pyrazol-4-yl]pyridine-2-carboxylic acid